(2R,6R)-N-{[2-(2,2-dimethylpropyl)-2-azaspiro[3.3]heptan-6-yl]methyl}-2,6-dimethyl-4-[5-(trifluoromethyl)pyrimidin-2-yl]piperazine-1-carboxamide CC(CN1CC2(C1)CC(C2)CNC(=O)N2[C@@H](CN(C[C@H]2C)C2=NC=C(C=N2)C(F)(F)F)C)(C)C